Diethyl (3,5-dimethyl-1-(2-oxo-1,2-dihydropyridin-4-yl)-1H-pyrazole-4-carbonyl)-D-valyl-L-glutamate CC1=NN(C(=C1C(=O)N[C@H](C(C)C)C(=O)N[C@@H](CCC(=O)OCC)C(=O)OCC)C)C1=CC(NC=C1)=O